ClCCC1(NC[C@@]2(CC2(F)F)C1)C(=O)OC methyl (3S)-6-(2-chloroethyl)-1,1-difluoro-5-azaspiro[2.4]heptane-6-carboxylate